FC1=C(C(=C(C=C1OC)OC)F)C1=CC2=C(N=C(N=C2)N[C@@H]2COCC[C@@H]2NC(C=C)=O)C(=N1)NCC N-((3S,4S)-3-((6-(2,6-difluoro-3,5-dimethoxyphenyl)-8-(ethylamino)pyrido[3,4-d]pyrimidin-2-yl)amino)tetra-hydro-2H-pyran-4-yl)acrylamide